C(C)(=O)C1=CC(=CC=2NC(C(OC21)Br)=O)OCC2=CC=CC=C2 8-acetylbromo-6-(phenylmethoxy)-4H-1,4-benzoxazin-3-one